4-(6-((3R,4R)-4-amino-3-methoxypiperidin-1-yl)-3-(3-fluoro-4-methoxy-phenyl)-4-hydroxypyridin-2-yl)-2-fluoro-benzonitrile N[C@H]1[C@@H](CN(CC1)C1=CC(=C(C(=N1)C1=CC(=C(C#N)C=C1)F)C1=CC(=C(C=C1)OC)F)O)OC